N[C@H]1CN(CCC1)C(=O)C=1C=C2OCCN3C(=NC(C1)=C32)C=3N(C2=CC=CC=C2C3)CCOC (R)-(3-Aminopiperidin-1-yl)(2-(1-(2-methoxyethyl)-1H-indol-2-yl)-3,4-dihydro-5-oxa-1,2a-diazaacenaphthylen-7-yl)methanone